The molecule is a omega-hydroxy fatty acid that is nonacosanoic acid substituted by a hydroxy group at position 29. It derives from a nonacosanoic acid. C(CCCCCCCCCCCCCCO)CCCCCCCCCCCCCC(=O)O